3-fluoro-N-(6-(1-methyl-1H-pyrazol-4-yl)isoquinolin-3-yl)-1-neopentyl-azetidine-3-carboxamide FC1(CN(C1)CC(C)(C)C)C(=O)NC=1N=CC2=CC=C(C=C2C1)C=1C=NN(C1)C